4-(2-((1-(3-isopropyl-1,2,4-oxadiazol-5-yl)piperidin-4-yl)methoxy)imidazo[2,1-b][1,3,4]thiadiazol-6-yl)benzonitril C(C)(C)C1=NOC(=N1)N1CCC(CC1)COC1=NN2C(S1)=NC(=C2)C2=CC=C(C#N)C=C2